O[C@@H]1C(=CC[C@@H]2[C@H](CC(O[C@@H]12)=O)C)C (4S,4aR,8R,8aR)-8-hydroxy-4,7-dimethyl-3,4,4a,5,8,8a-hexahydro-2H-chromen-2-one